N-[(4-{[(tert-butoxycarbonyl)amino]methyl}phenyl)carbamoyl]-L-methionyl-N1-[2-(2,5-dioxo-2,5-dihydro-1H-pyrrol-1-yl)ethyl]-L-isoleucinamide C(C)(C)(C)OC(=O)NCC1=CC=C(C=C1)NC(=O)N[C@@H](CCSC)C(=O)N[C@@H]([C@@H](C)CC)C(=O)NCCN1C(C=CC1=O)=O